1-(5-(1-(4-methylpiperazin-1-yl)ethyl)benzo[d]isoxazol-3-yl)dihydropyrimidine-2,4(1H,3H)-dione CN1CCN(CC1)C(C)C=1C=CC2=C(C(=NO2)N2C(NC(CC2)=O)=O)C1